6-cyclopropyl-2,4-diaminopyrimidine C1(CC1)C1=CC(=NC(=N1)N)N